1,1-dimethylsilolan-3-amine hydrochloride Cl.C[Si]1(CC(CC1)N)C